OCC([C@H](C[C@H]1C(NCCC1)=O)NC([C@H](CC(C)C)NC(C(=O)NC1=C(C=CC=C1)C)=O)=O)=O N1-((S)-1-(((S)-4-hydroxy-3-oxo-1-((S)-2-oxopiperidin-3-yl)butan-2-yl)amino)-4-methyl-1-oxopentan-2-yl)-N2-(o-tolyl)oxalamide